C(CCC)[B-](C1=CC=CC=C1)(C1=CC=CC=C1)C1=CC=CC=C1 butyltriphenylborate